(R)-N-(5-((6-(3-(3'-fluoro-[1,1'-biphenyl]-3-yl)-isoxazolidin-2-yl)-pyrimidin-4-yl)-amino)-4-methoxy-2-(6-(2-methoxy-acetyl)-2,6-diaza-spiro[3.3]heptan-2-yl)phenyl)acryl-amide FC=1C=C(C=CC1)C1=CC(=CC=C1)[C@@H]1N(OCC1)C1=CC(=NC=N1)NC=1C(=CC(=C(C1)NC(C=C)=O)N1CC2(C1)CN(C2)C(COC)=O)OC